C(C)O[Si](OCC)(OCC)CCCNCCC[Si](OCC)(OCC)OCC 3-(triethoxysilylpropyl)aminopropyltriethoxysilane